N-glycidyl-N'-(2-glycidyloxypropyl)-5,5-dimethylhydantoin C(C1CO1)N1C(=O)N(C(=O)C1(C)C)CC(C)OCC1CO1